O=C1NC(CCC1N1CC2=CC=C(C=C2C1)N1CCC(CC1)CCO)=O 2-(2,6-Dioxopiperidin-3-yl)-5-(4-(2-hydroxyethyl)piperidin-1-yl)isoindoline